N1(N=NC2=C1C=CC=C2)OC(=[N+](C)C)N(C)C 2-(1H-benzotriazole-1-yl)-1,1,3,3-tetramethyluronium